C(=C/CCCC)/CC(C(=O)O)C.ClC1=NC=C(C(=N1)Cl)SC 2,4-dichloro-5-(methylthio)pyrimidine (Z)-3-Hexenylisobutyrat